(2,3-dimethoxy-3-methylindol-1-yl)(thiophen-2-yl)methanone COC1N(C2=CC=CC=C2C1(C)OC)C(=O)C=1SC=CC1